N-(6-chloropyridin-3-yl)-6-(2-(3-methyloxetan-3-yl)ethyl)isoquinolin-1-amine ClC1=CC=C(C=N1)NC1=NC=CC2=CC(=CC=C12)CCC1(COC1)C